4-methyl-1-(1,4-dioxaspiro[4.5]decan-8-yl)-1H-pyrazole CC=1C=NN(C1)C1CCC2(OCCO2)CC1